(2S,3E)-2-amino-4-(2-aminoethoxy)-3-butenoic acid, monohydrochloride Cl.N[C@H](C(=O)O)\C=C\OCCN